Methyl (4-(2-((1S,3S)-7-(3-chloro-2-fluoro-6-(1H-tetrazol-1-yl)phenyl)-1-methyl-5-oxo-1,2,3,5-tetrahydroindolizin-3-yl)-1H-imidazol-5-yl)phenyl)carbamate ClC=1C(=C(C(=CC1)N1N=NN=C1)C1=CC(N2[C@@H](C[C@@H](C2=C1)C)C=1NC(=CN1)C1=CC=C(C=C1)NC(OC)=O)=O)F